3-(5-(3-methylpyrazolo[1,5-a]pyridin-7-yl)pyridin-2-yl)cyclopentane-1,3-diamine CC=1C=NN2C1C=CC=C2C=2C=CC(=NC2)C2(CC(CC2)N)N